4-(Triphenylen-2-yl)-dibenzothiophene C1=C(C=CC=2C3=CC=CC=C3C3=CC=CC=C3C12)C1=CC=CC2=C1SC1=C2C=CC=C1